benzyl (S)-(1-(4-(tert-butyl)piperazin-1-yl)-3-hydroxy-1-oxopropan-2-yl)carbamate C(C)(C)(C)N1CCN(CC1)C([C@H](CO)NC(OCC1=CC=CC=C1)=O)=O